NC=1C(=CC(N(C1)C)=O)C 5-amino-1,4-dimethylpyridin-2(1H)-one